tert-butyl 5-(3-bromopropoxy)-6-methoxyisoindoline-2-carboxylate BrCCCOC=1C=C2CN(CC2=CC1OC)C(=O)OC(C)(C)C